SCCCOC1=C(C(=O)O)C=CC=C1 o-(3-mercaptopropoxy)benzoic acid